(S)-2,2-dimethylcyclopropane-1-formic acid CC1([C@H](C1)C(=O)O)C